CC1C(CCCC1)NC(\C=C\C1=CC=C2CC(NC2=C1)=O)=O (E)-N-(2-methylcyclohexyl)-3-(2-oxoindolin-6-yl)acrylamide